Triethyl diphosphate O(P(OCC)(=O)OP(=O)(OCC)[O-])CC